5-bromo-6-fluoro-1-methyl-1H-benzo[d][1,2,3]triazole BrC1=CC2=C(N(N=N2)C)C=C1F